CNC1=NC(=NC=C1C=CC#N)S(=O)C 3-[4-Methylamino-2-(methylsulfinyl)pyrimidin-5-yl]acrylonitrile